O[C@@H]1[C@@H](CSC2=CC=CC=C12)[C@@H]1N2C(C3=CC=CC=C13)=CN=C2 (3S,4R)-4-hydroxy-3-((S)-5H-imidazo[5,1-a]isoindol-5-yl)thiochromane